5-(benzyloxy)-3-methoxyquinoline C(C1=CC=CC=C1)OC1=C2C=C(C=NC2=CC=C1)OC